tert-butyl 3-(4-pyridylmethoxy)pyrazole-1-carboxylate N1=CC=C(C=C1)COC1=NN(C=C1)C(=O)OC(C)(C)C